4-chloro-2',3',5',6'-tetrahydro-5H-spiro[furo[3,4-b]pyridin-7,4'-pyran] ClC1=C2C(=NC=C1)C1(CCOCC1)OC2